CC1=CC2=NC=C(C=C2N1)C 2,6-Dimethyl-1H-pyrrolo[3,2-b]pyridine